C(#N)C1=CC(=C(C=C1)C1=CC(=CC=C1)F)NS(=O)(=O)C=1C=C(C(=O)OC)C=CC1C1CC1 methyl 3-(N-(4-cyano-3'-fluoro-[1,1'-biphenyl]-2-yl)sulfamoyl)-4-cyclopropylbenzoate